7-Bromo-8-fluoro-2,3-dihydro-4H-1-benzopyran-4-one BrC1=C(C2=C(C(CCO2)=O)C=C1)F